C(#N)C1=CC=C(C=C1)CCS(=O)(=O)F 2-(4-cyanophenyl)ethane-1-sulfonyl fluoride